7-cyclohexyl-1-ethylnaphthalene C1(CCCCC1)C1=CC=C2C=CC=C(C2=C1)CC